FC(C1=C(C2=C(N=C(N=C2)C)N1C1=C(C(=CC=C1C)OC)C)C(=O)N)F 6-(difluoromethyl)-7-(3-methoxy-2,6-dimethyl-phenyl)-2-methyl-pyrrolo[2,3-d]pyrimidine-5-carboxamide